bis(aminophenoxy)tetrakis(trifluoromethyl)benzene NC1=C(OC2=C(C(=C(C(=C2C(F)(F)F)C(F)(F)F)C(F)(F)F)C(F)(F)F)OC2=C(C=CC=C2)N)C=CC=C1